5-chloro-3-cyclopropyl-N-((5-(trifluoromethyl)imidazo[1,2-a]pyridin-2-yl)methyl)pyrazolo[1,5-a]pyrimidin-7-amine ClC1=NC=2N(C(=C1)NCC=1N=C3N(C(=CC=C3)C(F)(F)F)C1)N=CC2C2CC2